4-(1-(4-((Cyclopropylamino)methyl)-2-fluorophenyl)-2-methyl-1H-imidazol-4-yl)-N-((3R,4S)-3-fluoro-1-(methylsulfonyl)piperidin-4-yl)-5-(trifluoromethyl)pyrimidin-2-amine C1(CC1)NCC1=CC(=C(C=C1)N1C(=NC(=C1)C1=NC(=NC=C1C(F)(F)F)N[C@@H]1[C@@H](CN(CC1)S(=O)(=O)C)F)C)F